{5-[(2-Chloroacetyl)amino]-2-(3,5-dichlorophenyl)benzo[d]imidazol-1-yl}-4-methylpentanoic acid ClCC(=O)NC1=CC2=C(N(C(=N2)C2=CC(=CC(=C2)Cl)Cl)C(C(=O)O)CC(C)C)C=C1